CNC(=O)C=1C=C(C(=O)O)C=C(N1)CC1=C2CC(NC2=CC=C1)=O 2-(methylcarbamoyl)-6-((2-oxoindolin-4-yl)methyl)isonicotinic acid